tert-butyl 3-((4-((4-((3-(1-(cyanomethyl)-3-(trifluoromethyl)-1H-pyrazol-4-yl)imidazo[1,2-a]pyrazin-8-yl)amino)-2-ethylbenzamido)methyl)piperidin-1-yl)methyl)azetidine-1-carboxylate C(#N)CN1N=C(C(=C1)C1=CN=C2N1C=CN=C2NC2=CC(=C(C(=O)NCC1CCN(CC1)CC1CN(C1)C(=O)OC(C)(C)C)C=C2)CC)C(F)(F)F